4-(8-chloro-5,6-dihydro-11H-benzo[5,6]cyclohepta[1,2-b]pyridin-11-ylidene)-N-isopropylpiperidine-1-carbothioamide ClC=1C=CC2=C(CCC=3C(=NC=CC3)C2=C2CCN(CC2)C(NC(C)C)=S)C1